6-Chloro-N-[5-(5-fluoro-1H-benzimidazol-2-yl)-1-methyl-pyrazol-3-yl]pyridine-3-carboxamide ClC1=CC=C(C=N1)C(=O)NC1=NN(C(=C1)C1=NC2=C(N1)C=CC(=C2)F)C